C(C)C1=NNC(=C1N)CC 3,5-diethyl-1H-pyrazol-4-amine